NC1=NC(N(C2=CC(=CC(=C12)COC)Cl)C=1C(=NC=CC1)C)=O 4-amino-7-chloro-5-(methoxymethyl)-1-(2-methylpyridin-3-yl)quinazolin-2(1H)-one